2,5-dimethyl-1,3-dioxane-4,6-dimethanol CC1OC(C(C(O1)CO)C)CO